5,5-dimethyl-4,5-dihydro-isoxazol-3-yl-methanesulfonate CC1(CC(=NO1)CS(=O)(=O)[O-])C